O1[C@H](COCC1)COC1=C(C=C(C=C1)C=1C=C(C(=NC1)N)C1=C(C=C(C=C1)NC(=O)C=1C(N(C(N(C1)C(C)C)=O)C1=CC=C(C=C1)F)=O)F)OC (R)-N-(4-(5-(4-((1,4-dioxan-2-yl)methoxy)-3-methoxyphenyl)-2-aminopyridin-3-yl)-3-fluorophenyl)-3-(4-fluorophenyl)-1-isopropyl-2,4-dioxo-1,2,3,4-tetrahydropyrimidine-5-carboxamide